CN1C2=C(CC[C@@H](C1=O)NC(C1=NC=CC(=C1)OC1=CC=CC=C1)=O)C=CC(=N2)C#CC2COC2 (S)-N-(9-methyl-2-(oxetan-3-ylethynyl)-8-oxo-6,7,8,9-tetrahydro-5H-pyrido[2,3-b]azepin-7-yl)-4-phenoxypicolinamide